2-fluoropyridine 1-oxide FC1=[N+](C=CC=C1)[O-]